FC1=CN=C2N1C=C(C=C2)CN2N=NC=1C2=NC(=CN1)C1=CC=C(C=C1)P(C)(C)=O (4-(1-((3-Fluoroimidazo[1,2-a]pyridin-6-yl)methyl)-1H-[1,2,3]triazolo[4,5-b]pyrazin-6-yl)phenyl)dimethyl-phosphine oxide